4-toluenesulfinate sodium [Na+].CC1=CC=C(C=C1)S(=O)[O-]